O[C@H]1CC[C@H](C=2C=CC=NC12)C(=O)NCC1=C(C(=C(C=C1)F)F)F (5R,8S)-8-hydroxy-N-(2,3,4-trifluorobenzyl)-5,6,7,8-tetrahydroquinoline-5-carboxamide